CC1(OB(OC1(C)C)C1=C(C=C(C=C1)C(F)(F)F)NS(=O)(=O)CC)C N-(2-(4,4,5,5-tetramethyl-1,3,2-dioxaborolan-2-yl)-5-(trifluoromethyl)phenyl)ethanesulfonamide